The molecule is a hydroxamic acid anion resulting from the removal of a proton from each of the three hydroxamic acid groups of desferricoprogen. It has a role as a siderophore. It is a conjugate base of a desferricoprogen. C/C(=C\\C(=O)N(CCC[C@H]1C(=O)N[C@H](C(=O)N1)CCCN(C(=O)/C=C(\\C)/CCOC(=O)[C@H](CCCN(C(=O)/C=C(\\C)/CCO)[O-])NC(=O)C)[O-])[O-])/CCO